(1s,2R,3R,4R)-1-((2R)-2-((4R,5R)-2-(2-chloro-4-bromophenyl)-5-hydroxy-1,3-dioxan-4-yl)-2-hydroxyethyl)-3,4-dihydroxy-2-(hydroxymethyl)pyrrolidin-1-ium ClC1=C(C=CC(=C1)Br)C1OC[C@H]([C@H](O1)[C@@H](C[NH+]1[C@@H]([C@H]([C@@H](C1)O)O)CO)O)O